COC1=C(C=CC(=C1)OC)C=1N=NN(C1)C=1C=C2CN(C(C2=CC1)=O)C1C(NC(CC1)=O)=O 3-{5-[4-(2,4-dimethoxyphenyl)-1,2,3-triazol-1-yl]-1-oxo-3H-isoindol-2-yl}piperidine-2,6-dione